1-((3S,4R)-4-(3,4-difluorophenyl)-1-(2-methoxyethyl)pyrrolidin-3-yl)-3-(1'-(4-methoxybenzyl)-4-methyl-1-phenyl-1H,1'H-[3,4'-bipyrazol]-5-yl)urea trifluoroacetate FC(C(=O)O)(F)F.FC=1C=C(C=CC1F)[C@H]1[C@@H](CN(C1)CCOC)NC(=O)NC1=C(C(=NN1C1=CC=CC=C1)C=1C=NN(C1)CC1=CC=C(C=C1)OC)C